[F].O water fluorine